2-amino-5-(4-(2-(3-ethylphenyl)-2-hydroxyacetamido)-2-methylphenyl)-N-isopropylnicotinamide NC1=C(C(=O)NC(C)C)C=C(C=N1)C1=C(C=C(C=C1)NC(C(O)C1=CC(=CC=C1)CC)=O)C